O=C1CC2(C1)CN(C2)C2=NC=CC(=N2)COC2=CC=C(C=C2)C(C)(C)C2=CC=C(C=C2)C#CCNC=2C=C1C(N(C(C1=CC2)=O)C2C(NC(CC2)=O)=O)=O 5-((3-(4-(2-(4-((2-(2-Oxo-6-azaspiro[3.3]heptane-6-yl)pyrimidin-4-yl)methoxy)phenyl)propan-2-yl)benzeneyl)prop-2-yn-1-yl)amino)-2-(2,6-dioxopiperidin-3-yl)isoindoline-1,3-dione